C(C)(C)(C)OC(=O)N1CC(C1)(C(=O)O)C1=C(C=CC=C1C(C)C)F 1-(tert-Butoxycarbonyl)-3-(2-fluoro-6-isopropylphenyl)azetidine-3-carboxylic acid